1-((3R,5R,8R,9S,10S,13S,14S,17S)-cyclopenta[a]phenanthren-17-yl)ethanone C1=CC=CC2=CC=C3C=4CC=C(C4C=CC3=C12)C(C)=O